BrC1=C(C#N)C=C(C=C1CO[Si](C)(C)C(C)(C)C)NC1=NC=C(C(=N1)N[C@H]1[C@@H](CCC1)C#N)C 2-bromo-3-(((tert-butyldimethylsilyl)oxy)methyl)-5-((4-(((trans)-2-cyanocyclopentyl)amino)-5-methylpyrimidin-2-yl)amino)benzonitrile